sodium 2-(3-(trifluoromethyl)phenyl)malonate FC(C=1C=C(C=CC1)C(C(=O)[O-])C(=O)[O-])(F)F.[Na+].[Na+]